2-chloro-4-[trans-3-amino-2,2,4,4-tetramethylcyclobutoxy]benzonitrile hydrogen chloride salt Cl.ClC1=C(C#N)C=CC(=C1)O[C@@H]1C([C@H](C1(C)C)N)(C)C